N-(4-cyclohexylphenyl)bis(spiro[cyclohexane-1,9'-[9H]fluoren]-2'-yl)amine C1(CCCCC1)C1=CC=C(C=C1)N(C1=CC=2C3(C4=CC=CC=C4C2C=C1)CCCCC3)C3=CC=1C2(C4=CC=CC=C4C1C=C3)CCCCC2